4-(2,5-dichlorobenzyl)-N-hydroxy-3-oxo-3,4-dihydro-2H-benzo[b][1,4]oxazine-6-carboxamide ClC1=C(CN2C3=C(OCC2=O)C=CC(=C3)C(=O)NO)C=C(C=C1)Cl